(1,4-diazabicyclo[3.2.2]nonan-4-yl)(3-(4-chloro-1H-pyrazol-1-yl)-5,6-dihydrocyclopenta-[c]pyrazol-1(4H)-yl)methanone N12CCN(C(CC1)CC2)C(=O)N2N=C(C1=C2CCC1)N1N=CC(=C1)Cl